(2-amino-3-(3-(4-((1-isobutyl-1H-pyrazol-4-yl)methyl)benzyl)isoxazol-5-yl)pyridin-1-ium-1-yl)methyl hydrogen phosphate P(=O)(OC[N+]1=C(C(=CC=C1)C1=CC(=NO1)CC1=CC=C(C=C1)CC=1C=NN(C1)CC(C)C)N)(O)[O-]